3-(3-methoxy-4-{[3-(nitrooxy)propyl]oxy}phenyl)acrylic acid COC=1C=C(C=CC1OCCCO[N+](=O)[O-])C=CC(=O)O